COC1=C(CNC2=NC=C(C=3N2C=NC3C(=O)NC)C3=CC=CC=C3)C=CC=C1 5-((2-methoxybenzyl)amino)-N-methyl-8-phenylimidazo[1,5-c]pyrimidine-1-carboxamide